O=C(C(=O)NC1=CC=C(C=C1)B1OC(C(O1)(C)C)(C)C)C 2-oxo-N-(4-(4,4,5,5-Tetramethyl-1,3,2-dioxaborolan-2-yl)phenyl)propanamide